[N-](S(=O)(=O)C(F)(F)F)S(=O)(=O)C(F)(F)F.[Ce+3].[N-](S(=O)(=O)C(F)(F)F)S(=O)(=O)C(F)(F)F.[N-](S(=O)(=O)C(F)(F)F)S(=O)(=O)C(F)(F)F cerium trifluoromethanesulfonimide salt